Ethyl 1-(5-{5-[2-ethoxy-6-(trifluoromethyl)pyridin-4-yl]-7-[{[1-(methoxymethyl)cyclopentyl]methyl}(methyl)amino]-1H-imidazo[4,5-b]pyridin-2-yl} pyrazin-2-yl)piperidine-4-carboxylate C(C)OC1=NC(=CC(=C1)C1=CC(=C2C(=N1)N=C(N2)C=2N=CC(=NC2)N2CCC(CC2)C(=O)OCC)N(C)CC2(CCCC2)COC)C(F)(F)F